BrC1=C(C(=C(C=C1)B1OC(C(O1)(C)C)(C)C)C)C 2-(4-bromo-2,3-dimethylphenyl)-4,4,5,5-tetramethyl-1,3,2-dioxaborolan